N-[5-(1H-benzimidazol-2-yl)-1-[(4-methoxyphenyl)methyl]pyrazol-3-yl]-4-(2-methoxyethoxy)-3-methyl-benzamide N1C(=NC2=C1C=CC=C2)C2=CC(=NN2CC2=CC=C(C=C2)OC)NC(C2=CC(=C(C=C2)OCCOC)C)=O